C(C)(C)N1N=C(C=C1C1[C@H]2CC(C[C@@H]12)N1CCOCCC1)C1=CC=C(C=C1)C(F)(F)F 4-((1r,3s,5s,6r)-6-(1-isopropyl-3-(4-(trifluoromethyl)phenyl)-1H-pyrazol-5-yl)bicyclo[3.1.0]hexane-3-yl)-1,4-oxaazepane